ethylpyridazine-3-carboxamide C(C)C1=C(N=NC=C1)C(=O)N